O=C1NC(CC[C@@H]1N1C(C2=CC=C(C=C2C1=O)NCC(=O)NCCCCCCN1CCC(CC1)NC1=C2N=CN(C2=NC=N1)C1CC(C1)NC(C1=NC(=CC=C1)C)=O)=O)=O N-((1s,3s)-3-(6-((1-(6-(2-((2-(2,6-dioxopiperidin-3-yl)-1,3-dioxoisoindolin-5-yl)amino)acetamido)hexyl)piperidin-4-yl)amino)-9H-purin-9-yl)cyclobutyl)-6-methylpicolinamide